C(C)(C)(C)C1=CC=C(OC=2C(=NC=CN2)N2CCN(CC2)C(=O)OC(C)(C)C)C=C1 tert-butyl 4-[3-(4-tert-butylphenoxy)pyrazin-2-yl]piperazine-1-carboxylate